CC1N(CCNC1C)C(=O)OC(C)(C)C Tert-butyl 2,3-dimethylpiperazine-1-carboxylate